N-(3-(1H-pyrazol-4-yl)-1H-indol-7-yl)-2-amino-2-cyclohexylacetamide N1N=CC(=C1)C1=CNC2=C(C=CC=C12)NC(C(C1CCCCC1)N)=O